tert-butyl 4-(4-(N-(2-fluoro-4-(methoxycarbonyl)benzyl)ethylsulfonamido)benzyl)piperazine-1-carboxylate FC1=C(CN(S(=O)(=O)CC)C2=CC=C(CN3CCN(CC3)C(=O)OC(C)(C)C)C=C2)C=CC(=C1)C(=O)OC